1-[(4aS,8aR)-4-[6-[2-ethyl-6-hydroxy-4-(trifluoromethyl)phenyl]pyridazin-3-yl]-3,4a,5,7,8,8a-hexahydro-2H-pyrido[4,3-b][1,4]oxazin-6-yl]ethanone C(C)C1=C(C(=CC(=C1)C(F)(F)F)O)C1=CC=C(N=N1)N1[C@@H]2[C@H](OCC1)CCN(C2)C(C)=O